CN(C1CCN(CC1)CCONC(=O)C1=CC=C(C=C1)N\C(=C\1/C(NC2=CC(=CC=C12)C(=O)OC)=O)\C1=CC=CC=C1)C (Z)-Methyl 3-(((4-((2-(4-(dimethylamino)piperidin-1-yl)ethoxy)carbamoyl)phenyl)amino)(phenyl)methylene)-2-oxoindoline-6-carboxylate